COCCNC1=CC=C(C=C1)N1C(=C2C(N(N=CC2=C1C)C1=CC=CC=C1)=O)C 6-(4-((2-methoxyethyl)amino)phenyl)-5,7-dimethyl-2-phenyl-2,6-dihydro-1H-pyrrolo[3,4-d]pyridazin-1-one